1-(2-((1r,3s,4s)-4-methyl-3-(prop-1-en-2-yl)-4-vinylcyclohexyl) allyl) 8-(4-(3-thioxo-3H-1,2-dithiol-5-yl) phenyl) suberate C(CCCCCCC(=O)OC1=CC=C(C=C1)C1=CC(SS1)=S)(=O)OCC(=C)[C@H]1C[C@H]([C@@](CC1)(C=C)C)C(=C)C